azelaic acid di(2-ethylhexyl) ester C(C)C(COC(CCCCCCCC(=O)OCC(CCCC)CC)=O)CCCC